CC1=NC=2CCN([C@H](C2C=C1)C)C(=O)C1=NC2=C(N1)C(=CC=C2F)C (S)-(2,5-Dimethyl-7,8-dihydro-1,6-naphthyridin-6(5H)-yl)(4-fluoro-7-methyl-1H-benzo[d]imidazol-2-yl)methanone